O[C@@H](C(=O)N1CC2=CC(=CC(=C2C1)[C@@H]1NCCC1)C=1C=C2C(=NC1)NC=C2C)C |&1:1| rac-2-hydroxy-1-(6-(3-methyl-1H-pyrrolo[2,3-b]pyridin-5-yl)-4-((R)-pyrrolidin-2-yl)isoindolin-2-yl)propan-1-one